3-cyclopropyl-4-(3-methyl-4-(methylsulfonyl)phenyl)-5-(methylsulfonyl)-1H-indazole C1(CC1)C1=NNC2=CC=C(C(=C12)C1=CC(=C(C=C1)S(=O)(=O)C)C)S(=O)(=O)C